5-pentylalanine CCCCCN[C@@H](C)C(=O)O